C(C)(C)(C)OC(NCCCNCCCNCC=1C=C(C=C(C1)CNCCCNCCCNC(OC(C)(C)C)=O)CNCCCNCCCNC(OC(C)(C)C)=O)=O tri-tert-butyl-(((((benzene-1,3,5-triyltris(methylene))tris(azanediyl))tris-(propane-3,1-diyl))tris(azanediyl))tris(propane-3,1-diyl))tricarbamate